Tin di-n-nonanoate C(CCCCCCCC)(=O)[O-].C(CCCCCCCC)(=O)[O-].[Sn+2]